ClC1=C(C(=O)O)C(=CC(=C1)OCOC)OCOC 2-Chloro-4,6-bis(methoxymethoxy)benzoic acid